6-fluoro-7-(5-fluoropyridin-2-yl)-3-[(4S)-4-[[6-oxo-5-(trifluoromethyl)-1H-pyridazin-4-yl]amino]pentyl]quinazolin-4-one FC=1C=C2C(N(C=NC2=CC1C1=NC=C(C=C1)F)CCC[C@H](C)NC=1C=NNC(C1C(F)(F)F)=O)=O